FC1(CCN(CC1)C1=C(C=C(C=N1)C1=CC(=NN1C)C(=O)O)F)F 5-[6-(4,4-difluoropiperidin-1-yl)-5-fluoropyridin-3-yl]-1-methylpyrazole-3-carboxylic acid